(±)-cis-N-(8-chloro-6-(6-methoxy-2-methylpyridin-3-yl)isoquinolin-3-yl)-2-fluorocyclopropanecarboxamide ClC=1C=C(C=C2C=C(N=CC12)NC(=O)[C@H]1[C@H](C1)F)C=1C(=NC(=CC1)OC)C |r|